FC=1C2=CN(N=C2C=CC1B1OC(C(O1)(C)C)(C)C)C 4-fluoro-2-Methyl-5-(4,4,5,5-tetramethyl-1,3,2-dioxaborolan-2-yl)-2H-indazole